tert-butyl N-(5-methoxypyridazin-3-yl)carbamate COC=1C=C(N=NC1)NC(OC(C)(C)C)=O